tert-butyl-4-(6-chloropyrazolo[1,5-a]pyrazin-4-yl)oxyazepane-1-carboxylate C(C)(C)(C)OC(=O)N1CCC(CCC1)OC=1C=2N(C=C(N1)Cl)N=CC2